(R)-Benzyl 4,4,4-trifluoro-3-methylbutyrate FC([C@@H](CC(=O)OCC1=CC=CC=C1)C)(F)F